9-(1-((6-chloro-2-(1-methyl-1H-1,2,4-triazol-3-yl)pyridin-3-yl)amino)ethyl)-4-ethyl-7-methyl-2-(1-methylazetidin-3-yl)-2,4-dihydro-5H-pyrazolo[3,4-c]isoquinolin-5-one ClC1=CC=C(C(=N1)C1=NN(C=N1)C)NC(C)C=1C=2C=3C(N(C(C2C=C(C1)C)=O)CC)=NN(C3)C3CN(C3)C